C(C)OCCOCCO 2-(2-ethoxyethoxyl)ethanol